5-((1-((3-ethyl-2-oxo-4-thioxo-1,2,3,4-tetrahydroquinazolin-7-yl)methyl)pyrrolidin-3-yl)(methyl)amino)-N,6-dimethylpicolinamide C(C)N1C(NC2=CC(=CC=C2C1=S)CN1CC(CC1)N(C=1C=CC(=NC1C)C(=O)NC)C)=O